OC1=CC=C(C=C1)C=1OC=C(C1)C1=C(C=CC=C1)C=1C=NN(C1)C (4-hydroxyphenyl)-4-((1-methyl-1H-pyrazol-4-yl)phenyl)furan